COC1=C(C=C(C=C1)C(C)C=1OC=NN1)[N+](=O)[O-] 2-[1-(4-methoxy-3-nitrophenyl)ethyl]-1,3,4-oxadiazole